(1r,4r)-N1-(5-chloro-4-(9-fluoro-1-methyl-1,2,3,4-tetrahydrobenzo[4,5]imidazo[1,2-a]pyrimidin-7-yl)pyrimidin-2-yl)cyclohexane-1,4-diamine ClC=1C(=NC(=NC1)NC1CCC(CC1)N)C1=CC2=C(N=C3N2CCCN3C)C(=C1)F